[O-2].[Ce+3].[Au+3].[O-2].[O-2] gold-cerium oxide